C1(CC1)N1N=CC=C1C1=NC(=CC=C1CNC(C=C)=O)C1=CC=C(C=C1)F N-((2-(1-cyclopropyl-1H-pyrazol-5-yl)-6-(4-fluorophenyl)pyridin-3-yl)methyl)acrylamide